4-(4-methylbenzyl)piperidine-4-carbonitrile HCl salt Cl.CC1=CC=C(CC2(CCNCC2)C#N)C=C1